FC1=C(C(=O)NC(NC=2C(=NC=CC2)C)=O)C=CC(=C1)C(F)(F)F 2-Fluoro-N-((2-methylpyridin-3-yl)carbamoyl)-4-(trifluoromethyl)benzamide